methyl-5-nonanol CCCCCC(CCCC)O